2-cyclopentyl-6-(5-isopropoxy-1-trityl-1H-indazol-3-yl)-4-(N-morpholinyl)pyridazin-3(2H)-one C1(CCCC1)N1N=C(C=C(C1=O)N1CCOCC1)C1=NN(C2=CC=C(C=C12)OC(C)C)C(C1=CC=CC=C1)(C1=CC=CC=C1)C1=CC=CC=C1